(S)-3-(3-(4-hydroxy-1-methyl-2-oxo-1,2-dihydropyridin-3-yl)ureido)-3-(3-(1-methyl-1H-pyrazol-4-yl)phenyl)propanoic acid OC1=C(C(N(C=C1)C)=O)NC(N[C@@H](CC(=O)O)C1=CC(=CC=C1)C=1C=NN(C1)C)=O